2-[(2E)-2-(aminomethyl)-3-fluoroprop-2-en-1-yl]-4-(6-{3-[5-(propan-2-yl)-1,2,4-oxadiazol-3-yl]phenyl}pyridin-2-yl)-2,4-dihydro-3H-1,2,4-triazol-3-one NC/C(/CN1N=CN(C1=O)C1=NC(=CC=C1)C1=CC(=CC=C1)C1=NOC(=N1)C(C)C)=C\F